2,6-bis(diphenylamino)anthraquinone C1(=CC=CC=C1)N(C1=CC=2C(C3=CC=C(C=C3C(C2C=C1)=O)N(C1=CC=CC=C1)C1=CC=CC=C1)=O)C1=CC=CC=C1